C(C1=CC=CC=C1)OC=1C(=NC(=C(C1)OCC1=CC=CC=C1)C#CCO[Si](C)(C)C)Br 3,5-bis(benzyloxy)-2-bromo-6-{3-[(trimethylsilyl)oxy]prop-1-yn-1-yl}pyridine